methyl 4-chloro-2-(4-(trifluoromethyl) phenyl)quinoline-7-carboxylate ClC1=CC(=NC2=CC(=CC=C12)C(=O)OC)C1=CC=C(C=C1)C(F)(F)F